ethyl 6-((6-cyano-5-(methylthio)pyridin-3-yl)amino)-5-hydroxy-5-methyl-6-oxohexanoate C(#N)C1=C(C=C(C=N1)NC(C(CCCC(=O)OCC)(C)O)=O)SC